7-(4-cyanopyridin-2-yl)-2,7-diazaspiro[3.5]nonane-2-thiohydrazide C(#N)C1=CC(=NC=C1)N1CCC2(CN(C2)C(NN)=S)CC1